CN1[C@H](COCC1)COC=1C=NC=CC1C#N 3-{[(3R)-4-methylmorpholin-3-yl]methoxy}pyridine-4-carbonitrile